C(C)N1C2=NC(=NC(=C2N=C1)N[C@@H]1CN(CC1)S(=O)(=O)NC)N[C@H](C(C)=O)CC (S)-3-((9-ethyl-2-(((S)-2-oxopentan-3-yl)amino)-9H-purin-6-yl)amino)-N-methylpyrrolidine-1-sulfonamide